C(C1=CC=CC=C1)[O-].[Na+] sodium benzyl alcoholate